The molecule is an organic heterotetracyclic compound that is -6a,7-dihydrobenzo[b]indeno[1,2-d]pyran-9-one carrying four hydroxy substituents at positions 3, 4, 6a and 10. It has a role as a histological dye. It is an enol, an organic heterotetracyclic compound, a member of phenols, a member of quinomethanes and a tertiary alcohol. C1C2=CC(=C(C=C2C3=C4C=CC(=O)C(=C4OCC31O)O)O)O